11-(dibenzo[b,d]thiophene-4-yl)-5-methyl-5H-dibenzo[b,e][1,4]diazepine C1=CC=C(C=2SC3=C(C21)C=CC=C3)C=3C2=C(N(C1=C(N3)C=CC=C1)C)C=CC=C2